Sodium lauryl sulfate 1-Ethyl-para-hydroxybenzoate C(C)C1(C(=O)[O-])CC=C(C=C1)O.S(=O)(=O)(OCCCCCCCCCCCC)O.[Na+]